1-((2S,5S)-9-((2-aminopyridin-4-yl)ethynyl)-2,3-dihydro-2,5-methanopyrido[3,4-f][1,4]oxazepin-4(5H)-yl)-3,3-difluoro-2,2-dimethylpropan-1-one NC1=NC=CC(=C1)C#CC1=CN=CC=2[C@H]3N(C[C@@H](OC21)C3)C(C(C(F)F)(C)C)=O